NC1=NC(=C(C=C1OC)OC)N 2,6-diamino-3,5-dimethoxy-pyridine